dimethyl-3-((5,6,7,8-tetrahydro-4H-pyrazolo[1,5-a][1,4]diazepin-2-yl)methyl)urea CN(C(=O)NCC1=NN2C(CNCCC2)=C1)C